9,9-bis(tert-butoxymethyl)fluorene C(C)(C)(C)OCC1(C2=CC=CC=C2C=2C=CC=CC12)COC(C)(C)C